[Cl-].ClCC(=O)[NH3+] chloroacetylammonium chloride